BrC1=CC(=C(C(=C1C(=O)OC)F)F)Cl methyl 6-bromo-4-chloro-2,3-difluorobenzoate